6-chloro-[1,2,4]triazolo[1,5-a]quinoxaline-4-yl trifluoromethanesulfonate FC(S(=O)(=O)OC=1C=2N(C3=CC=CC(=C3N1)Cl)N=CN2)(F)F